(3-(Trifluoromethyl)phenyl)boronic acid FC(C=1C=C(C=CC1)B(O)O)(F)F